4-(3-aminopropanamido)-N-(1-(3,4-dichlorophenyl)-4-methyl-4,5-dihydro-1H-pyrazol-3-yl)butanamide NCCC(=O)NCCCC(=O)NC1=NN(CC1C)C1=CC(=C(C=C1)Cl)Cl